C(#N)C=1C=C2C(=CC(=NC2=CC1)C(F)(F)F)NCC1(CN(C1)C(=O)N)C1=NC=C(C=C1)F 3-(((6-Cyano-2-(trifluoromethyl)quinolin-4-yl)amino)methyl)-3-(5-fluoropyridin-2-yl)azetidine-1-carboxamide